C(C=C)C1C(=C(C(N(C1)C(=O)OC(C)(C)C)=O)C(NC1=C(C(=CC=C1)F)OC)=S)O tert-butyl 5-allyl-3-(3-fluoro-2-methoxyphenylcarbamothioyl)-4-hydroxy-2-oxo-5,6-dihydropyridine-1(2H)-carboxylate